6-bromo-indol-2,3-dione BrC1=CC=C2C(C(NC2=C1)=O)=O